N-(4-Fluorophenyl)-11-oxo-1-azatricyclo[6.3.1.04,12]dodeca-4(12),5,7,9-tetraene-10-carboxamide FC1=CC=C(C=C1)NC(=O)C1=CC2=CC=CC=3CCN(C1=O)C32